ClC1=CC=C(C(=O)NC=2C=C(C=CC2)NC(=O)N2CCN(CC2)C2=NC=CC=N2)C=C1 N-(3-(4-chlorobenzoylamino)phenyl)-4-(pyrimidin-2-yl)piperazine-1-carboxamide